C1=C2C=3C=CC=CC3N3C2=C(C=C1)C=CC3 pyrido[3,2,1-jk]carbazole